C(=C)C1=CC=C(C=C1)S(=O)(=O)[O-].C(=C)C1=CC=C(C[N+]2=CNC=C2)C=C1 3-(4-vinylbenzyl)-1H-imidazolium 4-vinylbenzensulfonat